5-((5-iodo-2-methyl-2H-1,2,3-triazol-4-yl)methyl)isoxazole-3-carboxamide IC=1C(=NN(N1)C)CC1=CC(=NO1)C(=O)N